C(CCC)N(C(=O)N)CCCCCCCCC N-butyl-N-nonyl-urea